N(C(=N)N)[C@H]1C[C@H](NC1)C(=O)O cis-4-guanidinyl-proline